O=[Fe] oxo-iron